1,2,2,6,6-pentamethyl-4-piperidylsebacat CN1C(CC(CC1(C)C)OC(CCCCCCCCC(=O)[O-])=O)(C)C